5-((3-(dimethylamino)phenyl)amino)pyrido[3,4-e][1,2,4]triazolo[4,3-c]pyrimidine-3-carboxylic acid CN(C=1C=C(C=CC1)NC1=NC2=C(C=3N1C(=NN3)C(=O)O)C=NC=C2)C